N'-cyano-N-ethyl-6-[4-fluoro-2-[5-fluoro-2-(methylsulfanyl)phenyl]pyrrolidin-1-yl]imidazo[1,2-b]pyridazine-3-carboximidamide C(#N)N=C(NCC)C1=CN=C2N1N=C(C=C2)N2C(CC(C2)F)C2=C(C=CC(=C2)F)SC